C(CCC)C(CCCCCCCCCCCCl)(CCCC)CCCC Tributyl-dodecyl chloride